8-bromo-2-methyl-3-(3-(7-(trifluoromethyl)-1,2,3,4-tetrahydroisoquinoline-2-carbonyl)phenyl)-5,6-dihydro-2H-2,6-methanobenzo[g][1,3,5]oxadiazocin-4(3H)-one BrC=1C=CC2=C(C3NC(N(C(O2)(C3)C)C3=CC(=CC=C3)C(=O)N3CC2=CC(=CC=C2CC3)C(F)(F)F)=O)C1